NC1=CC2=C(N=C(S2)NC(=O)C2=NC=CN=C2C)C=C1 N-(6-aminobenzo[d]thiazol-2-yl)-3-methylpyrazine-2-carboxamide